N1(CCCCC1)S(=O)(=O)C1=CC=C(C=C1)CNC(=O)C1=CC2=C(NC=N2)C=C1 N-{[4-(piperidine-1-sulfonyl)phenyl]methyl}-1H-1,3-benzodiazole-5-carboxamide